COC=1C=C2C(=CNC2=CC1)CCN(C1COC1)C N-(2-(5-methoxy-1H-indol-3-yl)ethyl)-N-methyl-oxetan-3-amine